CC1=CC(=C(C=C1C)O)C1=NN=C(C2=CC=CC=C12)N[C@H]1CN(CCC1)C 4,5-dimethyl-2-(4-{[(3R)-1-methylpiperidin-3-yl]amino}phthalazin-1-yl)phenol